(1R,2S)-1-(2-chlorophenyl)-N2-(5-methoxy-2-methylbenzyl)-N1-methylcyclohexane-1,2-diamine ClC1=C(C=CC=C1)[C@]1([C@H](CCCC1)NCC1=C(C=CC(=C1)OC)C)NC